2-[2-(5,6-Difluoroindol-1-yl)ethyl-methyl-amino]ethanol fumarate C(\C=C\C(=O)O)(=O)O.FC=1C=C2C=CN(C2=CC1F)CCN(CCO)C